[Si](C1=CC=CC=C1)(C1=CC=CC=C1)(C(C)(C)C)OC=1C=C(C=CC1)N1C2CN(CC1CC2)C2=C(N=NC(=C2)Cl)N 4-[8-[3-[tert-butyl(diphenyl)silyl]oxyphenyl]-3,8-diazabicyclo[3.2.1]octan-3-yl]-6-chloro-pyridazin-3-amine